CN1CC2=CC(=CC(=C2CC1)C1CC(C1)CC(=O)OC)[N+](=O)[O-] Methyl (3-(2-methyl-7-nitro-1,2,3,4-tetrahydroisoquinolin-5-yl)cyclobutyl)acetate